3-(tetrahydrofuran-2-yl)-N-(4-(trifluoromethyl)phenyl)propanamide O1C(CCC1)CCC(=O)NC1=CC=C(C=C1)C(F)(F)F